4-(cyclopropyl-(4-(5,6,7,8-tetrahydro-1,8-naphthyridin-2-yl)butyl)amino)-2-(quinazolin-4-ylamino)butanoic acid C1(CC1)N(CCC(C(=O)O)NC1=NC=NC2=CC=CC=C12)CCCCC1=NC=2NCCCC2C=C1